CN1C(CCC1)=O.[W](Cl)(Cl)(Cl)Cl tungsten chloride N-methylpyrrolidone salt